C1(=CC=CC=C1)C1=C(C(=C(C(=C1O)C1=CC=CC=C1)C1=CC=CC=C1)C(C)(C)C1=CC=C(C=C1)O)C1=CC=CC=C1 tetraphenyl-bisphenol-A